[4-[6-chloro-3-[1-(3,6-dimethyl-2-morpholino-4-oxo-chromen-8-yl) ethylamino]-2-pyridyl]-2-fluoro-6-formyl-phenyl] trifluoromethanesulfonate FC(S(=O)(=O)OC1=C(C=C(C=C1C=O)C1=NC(=CC=C1NC(C)C=1C=C(C=C2C(C(=C(OC12)N1CCOCC1)C)=O)C)Cl)F)(F)F